4-[2,6-bis(benzyloxy)pyridin-3-yl]-2-fluorophenoxy-3,3-difluoropiperidine-1-carboxylate C(C1=CC=CC=C1)OC1=NC(=CC=C1C1=CC(=C(OC2N(CCCC2(F)F)C(=O)[O-])C=C1)F)OCC1=CC=CC=C1